Sodium Manganese Dioxide [O-2].[O-2].[Mn+2].[Na+]